copper-Potassium [K].[Cu]